(Quaterphenylyl)(dibenzofuranylphenyl)(phenyl-Carbazolylphenyl)amine C1(=C(C=CC=C1)N(C1=C(C(=CC=C1)C1=CC=CC=C1)C1=CC=CC=2C3=CC=CC=C3NC12)C1=C(C=CC=C1)C1=CC=CC=2OC3=C(C21)C=CC=C3)C=3C(=CC=CC3)C=3C(=CC=CC3)C3=CC=CC=C3